C1(CC1)OC1CC(C1)O 3-cyclopropoxycyclobutan-1-ol